4-Methyl-5-hydroxyindole CC1=C2C=CNC2=CC=C1O